2-[1-(pyridin-2-ylmethyl)-1H-indole-3-carboxamido]Thiazole-5-carboxylic acid ethyl ester C(C)OC(=O)C1=CN=C(S1)NC(=O)C1=CN(C2=CC=CC=C12)CC1=NC=CC=C1